CN1N=C(C(=C1)S(=O)(=O)N1C[C@H]([C@@H](CC1)C=1C(=CC=2N(C1)N=CN2)C)F)C |r| (rac)-6-(trans-1-((1,3-dimethyl-1H-pyrazol-4-yl)sulfonyl)-3-fluoropiperidin-4-yl)-7-methyl-[1,2,4]triazolo[1,5-a]pyridine